tert-butyl (4-(6-(2-(3-methylureido)ethyl)-1,2,4,5-tetrazin-3-yl)benzyl)carbamate CNC(NCCC1=NN=C(N=N1)C1=CC=C(CNC(OC(C)(C)C)=O)C=C1)=O